The molecule is the (+)-enantiomer of catechin and a polyphenolic antioxidant plant metabolite. It has a role as an antioxidant and a plant metabolite. It is an enantiomer of a (-)-catechin. C1[C@@H]([C@H](OC2=CC(=CC(=C21)O)O)C3=CC(=C(C=C3)O)O)O